C1(CC1)S(=O)(=O)N[C@@H]1CC[C@H](OC1)CN1CCC2(CN(C2)C2=NC=NC=C2OC2=C(C(=O)N(C(C)C)C3CC(C3)(F)F)C=C(C=C2)F)CC1 ((4-(7-(((2S,5R)-5-(Cyclopropanesulfonamido)tetrahydro-2H-pyran-2-yl)methyl)-2,7-diazaspiro[3.5]nonan-2-yl)pyrimidin-5-yl)oxy)-N-(3,3-difluorocyclobutyl)-5-fluoro-N-isopropylbenzamide